chloro-N-methyl-N-(4'-((trifluoromethyl)sulfonyl)-[1,1'-biphenyl]-3-yl)-[1,2,4]triazolo[4,3-a]quinazolin-5-amine ClC1=NN=C2N1C1=CC=CC=C1C(=N2)N(C=2C=C(C=CC2)C2=CC=C(C=C2)S(=O)(=O)C(F)(F)F)C